3,3'-dimethyl-4,6'-diaminobiphenyl tert-Butyl-(2S,5S)-5-(chloromethyl)-2-methyl-4-(1-(4-(trifluoromethyl)phenyl)ethyl)piperazine-1-carboxylate C(C)(C)(C)OC(=O)N1[C@H](CN([C@@H](C1)CCl)C(C)C1=CC=C(C=C1)C(F)(F)F)C.CC=1C=C(C=CC1N)C1=CC(=CC=C1N)C